(bromomethyl)-1-tosyl-1H-indole BrCC=1N(C2=CC=CC=C2C1)S(=O)(=O)C1=CC=C(C)C=C1